N-(2-fluorobenzyl)propanamide fumarate C(\C=C\C(=O)O)(=O)O.FC1=C(CNC(CC)=O)C=CC=C1